ClC1=CC(=CC=2N(C(=NC21)CCl)CC2OCC2)C(=O)OC Methyl 4-chloro-2-(chloromethyl)-1-(oxetan-2-ylmethyl)-1H-benzo[d]imidazole-6-carboxylate